1-(4-(diphenylamino)phenyl)ethan-1-one C1(=CC=CC=C1)N(C1=CC=C(C=C1)C(C)=O)C1=CC=CC=C1